FC1(C[C@H]2CC(C[C@H]2C1)N1C(C2=CC=CC=C2C1=O)=O)F 2-[(2R,3aR,6aS)-5,5-difluoro-octahydropentalen-2-yl]-2,3-dihydro-1H-isoindole-1,3-dione